CN(CCN(C1=CC(=C(C=C1[N+](=O)[O-])NC=1N=CC2=C(N1)N(C(C(=C2)C=2C=NC=CC2)=O)C)OC)C)C 2-((4-((2-(dimethylamino)ethyl)(methyl)amino)-2-methoxy-5-nitrophenyl)amino)-8-methyl-6-(pyridin-3-yl)pyrido[2,3-d]pyrimidin-7(8H)-one